tert-butyl ((1R,3R)-3-((3-bromo-5-formyl-1-((2-(trimethylsilyl) ethoxy)methyl)-1H-pyrrolo[2,3-b]pyridin-4-yl)amino)cyclopentyl)carbamate BrC1=CN(C2=NC=C(C(=C21)N[C@H]2C[C@@H](CC2)NC(OC(C)(C)C)=O)C=O)COCC[Si](C)(C)C